ClC=1C(NC=2C=C(C=NC2C1C)CN1CCN(CC1)C=1C=CC(=NC1)C(=O)NC)=O 5-{4-[(7-chloro-8-methyl-6-oxo-5H-1,5-naphthyridin-3-yl)methyl]piperazin-1-yl}-N-methylpyridine-2-carboxamide